4-(3-(2,4-Difluoro-3-hydroxy-5-(trifluoromethyl)phenyl)-1-methyl-1H-pyrazolo[4,3-c]pyridin-6-yl)-1-isopropylpiperazin-2-one FC1=C(C=C(C(=C1O)F)C(F)(F)F)C1=NN(C2=C1C=NC(=C2)N2CC(N(CC2)C(C)C)=O)C